(S)-quinuclidin-3-yl (5-(4-fluoro-2-methoxyphenyl)-2,2-dimethyl-2,3-dihydro-1H-inden-1-yl)carbamate FC1=CC(=C(C=C1)C=1C=C2CC(C(C2=CC1)NC(O[C@@H]1CN2CCC1CC2)=O)(C)C)OC